N=1N=NC2=NC(CCC21)=O 7H-[1,2,3]triazolo[4,5-b]pyridin-5-one